(S)-2-(4,4-Difluorocyclohexyl)-2-((((5-methylisoxazol-3-yl)methoxy)carbonyl)-amino)acetic acid FC1(CCC(CC1)[C@@H](C(=O)O)NC(=O)OCC1=NOC(=C1)C)F